n-octadecyl-glycerol C(CCCCCCCCCCCCCCCCC)C(O)C(O)CO